(1-PYRIMIDIN-2-YL-CYCLOPROPYL)-AMIDE N1=C(N=CC=C1)C1(CC1)[NH-]